1-propyl-2-piperidinone C(CC)N1C(CCCC1)=O